triazacyclotridecane-11,13-dione N1NNCCCCCCCC(CC1=O)=O